ClC1=CC=C(C=C1)C(CC(=O)NC1=C(C(=NN1)C1=CC=NC=C1)C)CCO 3-(4-Chlorophenyl)-5-hydroxy-N-(4-methyl-3-(pyridin-4-yl)-1H-pyrazol-5-yl)pentanamide